CIS-8-Dimethylamino-1-(3-methoxy-propyl)-3-[3-oxo-3-(3-oxo-piperazin-1-yl)-propyl]-8-phenyl-1,3-diazaspiro[4.5]decan-2-one CN(C1(CCC2(CN(C(N2CCCOC)=O)CCC(N2CC(NCC2)=O)=O)CC1)C1=CC=CC=C1)C